FC([C@H]1N(C(OC1)=O)C=1N=C2N(CCOC3=C2C=CC(=C3)N[C@H](C(=O)N)C)C1)F (2S)-2-[[2-[(4S)-4-(difluoromethyl)-2-oxo-1,3-oxazolidin-3-yl]-5,6-dihydroimidazo[1,2-d][1,4]benzoxazepin-9-yl]amino]propanamide